CCN(CCO)CCO N-ethyl-N,N-diethanolamine